1-(9Z,12Z,15Z-octadecatrienoyl)-2-docosanoyl-glycero-3-phosphoserine CCCCCCCCCCCCCCCCCCCCCC(=O)O[C@H](COC(=O)CCCCCCC/C=C\C/C=C\C/C=C\CC)COP(=O)(O)OC[C@@H](C(=O)O)N